CC=1N=C(N=NC1C1=CC=C2C(CCO2)=C1O)N[C@H]1CN(CCC1)CC(C)O 5-[5-Methyl-3-[[(3R)-1-(2-hydroxypropyl)-3-piperidyl]amino]-1,2,4-triazin-6-yl]-2,3-dihydrobenzofuran-4-ol